pyrido[2,3-b]pyrazin-7-one N=1C=2C(N=CC1)=NCC(C2)=O